tert-butyl 6-[[5-(trifluoromethyl)-1,2,4-oxadiazol-3-yl] methyl]-2-azaspiro[3.3]heptane-2-carboxylate FC(C1=NC(=NO1)CC1CC2(CN(C2)C(=O)OC(C)(C)C)C1)(F)F